(S)-4-(1-(5-(3-cyanophenyl)-1-(4-(trifluoromethyl)benzyl)-1H-indole-7-carboxamido)ethyl)benzoic acid C(#N)C=1C=C(C=CC1)C=1C=C2C=CN(C2=C(C1)C(=O)N[C@@H](C)C1=CC=C(C(=O)O)C=C1)CC1=CC=C(C=C1)C(F)(F)F